1-Tert-butyl N-[4-[4-[[3-carbamoyl-1-[4-(5-hydroxypentylcarbamoyl)phenyl]pyrazol-4-yl] carbamoyl]oxazol-2-yl]-2-pyridyl]-N-(2,2,2-trifluoroethyl)carbamate C(N)(=O)C1=NN(C=C1NC(=O)C=1N=C(OC1)C1=CC(=NC=C1)N(C(OC(C)(C)C)=O)CC(F)(F)F)C1=CC=C(C=C1)C(NCCCCCO)=O